N1=CNC2=C1C(NC21C(NC2=CC=CC=C21)=O)=O 3'H-spiro[dihydroindole-3,4'-pyrrolo[3,4-d]imidazole]-2,6'(5'H)-dione